ethyl 2-(2-((5-bromobenzofuran-3-yl)methoxy)-3-((tert-butoxycarbonyl)amino)phenyl)acetate BrC=1C=CC2=C(C(=CO2)COC2=C(C=CC=C2NC(=O)OC(C)(C)C)CC(=O)OCC)C1